CC=1C=C(N=NC1N[C@H]1CN(CCC1)C)C1=C(C=C(C=C1)C(F)(F)F)O (R)-2-(5-methyl-6-((1-methylpiperidin-3-yl)amino)pyridazin-3-yl)-5-(trifluoromethyl)phenol